FC=1C=C(C=CC1[Si](C)(C)C)NC(CC1=CC=C(C=C1)COC)=O N-(3-fluoro-4-(trimethylsilyl)phenyl)-2-(4-(methoxymethyl)phenyl)acetamide